OC1CCC(CC1)N(CCCCCCC(C(=O)N(CCCCCCCCCC)CCCCCCCCCC)F)CCCCCCC(C(=O)N(CCCCCCCCCC)CCCCCCCCCC)F 8,8'-((4-hydroxy-cyclohexyl)azane-diyl)bis(N,N-didec-yl-2-fluorooctan-amide)